ClC=1C(=CC2=CC(N=C2C1)=O)C(CCl)O 6-chloro-5-(2-chloro-1-hydroxyethyl)-indolone